tert-butyl (3S,4S)-3-(heptyloxy)-4-(3-pentylureido)pyrrolidine-1-carboxylate C(CCCCCC)O[C@H]1CN(C[C@@H]1NC(=O)NCCCCC)C(=O)OC(C)(C)C